3-(dimethyl-amino)-N-(1,2,3,4-tetra-hydroquinolin-8-yl)-pyridine-2-sulfonamide CN(C=1C(=NC=CC1)S(=O)(=O)NC=1C=CC=C2CCCNC12)C